(4S)-N-[8-(2,3-dichlorophenyl)-4-(dimethylamino)-3-quinolyl]chromane-4-carboxamide ClC1=C(C=CC=C1Cl)C=1C=CC=C2C(=C(C=NC12)NC(=O)[C@H]1CCOC2=CC=CC=C12)N(C)C